4-(4-aminopiperidin-1-yl)-5-(3-fluoro-5-methylphenyl)-3-[5-(oxetan-3-yloxy)-1H-1,3-benzodiazol-2-yl]pyridin-2-amine NC1CCN(CC1)C1=C(C(=NC=C1C1=CC(=CC(=C1)C)F)N)C1=NC2=C(N1)C=CC(=C2)OC2COC2